ClC=1C=CC2=C(C(CNCC2)C)C1F 8-chloro-9-fluoro-1-methyl-1,2,4,5-tetrahydro-3H-benzo[d]azepin